3-CYCLOPROPOXY-5-(METHYLAMINO)ISONICOTINALDEHYDE C1(CC1)OC1=C(C=O)C(=CN=C1)NC